BrC1=CC=C2C(C(C=3C=CC=C1C32)N3C(NC(C=C3)=O)=O)=O 1-(5-bromo-2-oxo-1,2-dihydroacenaphthylen-1-yl)pyrimidine-2,4(1H,3H)-dione